S(=O)(=O)(O)C1=C(C(=O)N)C=CC=C1 ortho-sulfobenzamide